titanium(IV) propoxide [O-]CCC.[Ti+4].[O-]CCC.[O-]CCC.[O-]CCC